C1(=CC=CC=C1)C=1C=CC=2N(C3=CC=C(C=C3C2C1)C1=CC=CC=C1)CCCCCCP(O)(O)=O [6-(3,6-diphenyl-9H-carbazol-9-yl)hexyl]phosphonic acid